(2R)-3-[(2-Aminoethyl)disulfanyl]-2-{3-[2-(2-azidoethoxy)ethoxy]propanamido}-3-methylbutanoic acid NCCSSC([C@@H](C(=O)O)NC(CCOCCOCCN=[N+]=[N-])=O)(C)C